6-((1-Acetylpiperidin-4-yl)amino)-2-(pentan-3-yloxy)pyrimidine-4-carboxylic acid C(C)(=O)N1CCC(CC1)NC1=CC(=NC(=N1)OC(CC)CC)C(=O)O